(S)-1-(2-fluoropyridin-4-yl)-2-methylpiperazine dihydrochloride Cl.Cl.FC1=NC=CC(=C1)N1[C@H](CNCC1)C